4-fluoro-1-methyl-4-{1-[trans-4-(4-methyl-5-{[3-(propan-2-yl)phenoxy]methyl}-4H-1,2,4-triazol-3-yl)cyclohexyl]-1H-1,2,3-triazol-4-yl}piperidine FC1(CCN(CC1)C)C=1N=NN(C1)[C@@H]1CC[C@H](CC1)C1=NN=C(N1C)COC1=CC(=CC=C1)C(C)C